COC(=O)C=1C(=NC=CC1)SC1=C(C=C(C=C1C(F)(F)F)C(F)(F)F)C=O 2-{[2-formyl-4,6-bis(trifluoromethyl)phenyl]Sulfanyl}pyridine-3-carboxylic acid methyl ester